NC1=C(C=C(C=C1)OB(O)O)F 4-amino-3-fluorophenylboric acid